C(C)(C)(C)OC(CN1N=C(C(=C1)C1=CC=C(C=C1)C=1N(C(=NC1)C(NC1=CC(=C(C=C1)C(=O)N1CCNCC1)Cl)=O)C)C)=O 2-[4-[4-[2-[[3-chloro-4-(piperazine-1-carbonyl)phenyl]carbamoyl]-3-methyl-imidazol-4-yl]phenyl]-3-methyl-pyrazol-1-yl]acetic acid tert-butyl ester